C(C)(C)(C)OC(=O)N[C@H](C(=O)N1[C@@H](C[C@H](C1)O)C(=O)OCC1=CC=CC=C1)C(C)(C)C benzyl (2S,4R)-1-[(2S)-2-(tert-butoxycarbonylamino)-3,3-dimethyl-butanoyl]-4-hydroxy-pyrrolidine-2-carboxylate